NC=1C2=C(N=CN1)N(C=C2C(=O)NC2=CC=C(C=C2)CC(=O)N(C)C)[C@H]2CNCCC2 (R)-4-amino-N-(4-(2-(dimethylamino)-2-oxoethyl)phenyl)-7-(piperidin-3-yl)-7H-pyrrolo[2,3-d]pyrimidine-5-carboxamide